(E)-4-(3-(2-(6-(4-methylpiperazin-1-yl)pyridin-3-yl)vinyl)-1H-indazol-6-yl)pyrimidin-2-amine CN1CCN(CC1)C1=CC=C(C=N1)/C=C/C1=NNC2=CC(=CC=C12)C1=NC(=NC=C1)N